C(C)(C)(C)OC(=O)N1C[C@H]([C@@H](C1)C)O trans-tert-butyl-3-hydroxy-4-methylpyrrolidine-1-carboxylate